Ethyl 2-(4-(2,5-dimethoxybenzyl)-1-(4-nitrophenyl)-2,5-dioxo-2,5-dihydro-1H-pyrrol-3-yl)acetate COC1=C(CC2=C(C(N(C2=O)C2=CC=C(C=C2)[N+](=O)[O-])=O)CC(=O)OCC)C=C(C=C1)OC